trans-1-(4-fluorophenyl)-1,3-butadiene FC1=CC=C(C=C1)\C=C\C=C